C(C1=CC=CC=C1)OC=1C=C2CCNC(C2=CC1OC)\C=C\C1=C(C=C(C(=C1)OCC1=NC(=CC=C1)Cl)OC)C 6-(benzyloxy)-1-[(E)-2-{5-[(6-chloropyridin-2-yl)methoxy]-4-methoxy-2-methylphenyl}ethenyl]-7-methoxy-1,2,3,4-tetrahydroisoquinoline